(S)-ethyl 2-((((S)-1-(2-chlorophenyl)-2-oxocyclohexyl) (methyl) carbamoyl) oxy)-propionate ClC1=C(C=CC=C1)[C@@]1(C(CCCC1)=O)N(C(=O)O[C@H](C(=O)OCC)C)C